C1=NC=C(C2=CC=CC=C12)C1=CC=C(C=C1)C=1C=NN(C1)CC(=O)N(C)C 2-[4-(4-isoquinolin-4-ylphenyl)pyrazol-1-yl]-N,N-dimethylacetamide